CC[C@H]1C[C@@H]2C[C@@]3([C@H]1[NH+](C2)CCC4=C3NC5=CC=CC=C45)C(=O)OC The molecule is an ammonium ion derivative resulting from the protonation of the tertiary amino group of (-)-coronaridine. It is a conjugate acid of a (-)-coronaridine.